N-(2-((2-(dimethylamino)ethyl)(methyl)amino)-5-((6-(3-(3'-fluoro-[1,1'-biphenyl]-3-yl)isoxazolidin-2-yl)pyrimidin-4-yl)amino)-4-methoxyphenyl)acrylamide CN(CCN(C1=C(C=C(C(=C1)OC)NC1=NC=NC(=C1)N1OCCC1C=1C=C(C=CC1)C1=CC(=CC=C1)F)NC(C=C)=O)C)C